N-methyl-N-octyl-nonylamine CN(CCCCCCCC)CCCCCCCCC